CCCC(CCC)C(=O)[O-] The molecule is a branched-chain saturated fatty acid anion that is the conjugate base of valproic acid. It has a role as an antimanic drug. It derives from a valerate. It is a conjugate base of a valproic acid.